((1-(3,8-diazabicyclo[3.2.1]oct-3-yl)-2-methyl-1-carbonylpropan-2-yl)oxy)-4-(2-chloro-4-fluorophenyl)-2H-chromen-2-one C12CN(CC(CC1)N2)C(C(C)(C)OC=2C(OC1=CC=CC=C1C2C2=C(C=C(C=C2)F)Cl)=O)=C=O